(R) or (S)-N'-((8-cyano-1,2,3,5,6,7-hexahydro-s-indacen-4-yl)carbamoyl)-4-(2-hydroxypropan-2-yl)pyridine-2-sulfonimidamide C(#N)C=1C=2CCCC2C(=C2CCCC12)NC(=O)N=[S@](=O)(N)C1=NC=CC(=C1)C(C)(C)O |o1:18|